NC1=NN(C(=C1)C=1C=C2CN(C(C2=CC1)=O)CC)C 5-(3-amino-1-methyl-1H-pyrazol-5-yl)-2-ethylisoindolin-1-one